COC(C1=CC(=C(C=C1)Br)N)=O 3-Amino-4-bromobenzoic acid methyl ester